N-((3-(trifluoromethyl)-8-(4-(trifluoromethyl)phenyl)imidazo[1,2-a]pyrazin-6-yl)methyl)acrylamide FC(C1=CN=C2N1C=C(N=C2C2=CC=C(C=C2)C(F)(F)F)CNC(C=C)=O)(F)F